CC1=CC=CC(=N1)C1=NC=CC(=N1)NC1=NC(=NC=C1)NC1=CC(=CC=C1)S(=O)(=O)N1CCNCC1 N4-[2-(6-methyl-2-pyridyl)pyrimidin-4-yl]-N2-(3-piperazin-1-ylsulfonylphenyl)pyrimidine-2,4-diamine